C(C)(C)N1CC(N(C2(CCN(C2)C=2C=C(C(=O)N)C=CN2)C1=O)CC1=CC=C(C=C1)C(F)(F)F)=O 2-(9-isopropyl-7,10-dioxo-6-(4-(trifluoromethyl)-benzyl)-2,6,9-triazaspiro[4.5]decan-2-yl)isonicotinamide